6-(5-cyanopyrazolo[3,4-b]pyridin-1-yl)-4-(cyclopropylamino)-N-[4-[2-[4-[4-(2,6-dioxo-3-piperidyl)phenyl]piperazin-1-yl]-1,1-difluoro-ethyl]cyclohexyl]pyridine-3-carboxamide C(#N)C=1C=C2C(=NC1)N(N=C2)C2=CC(=C(C=N2)C(=O)NC2CCC(CC2)C(CN2CCN(CC2)C2=CC=C(C=C2)C2C(NC(CC2)=O)=O)(F)F)NC2CC2